ClC=1N(C(=C(C1C(=O)NC1=CC(=C(C=C1)F)C#N)C)C(C(N[C@@H](C(F)(F)F)C)=O)=O)C (R)-2-chloro-N-(3-cyano-4-fluorophenyl)-1,4-dimethyl-5-(2-oxo-2-((1,1,1-trifluoropropan-2-yl)amino)acetyl)-1H-pyrrole-3-carboxamide